C(C)(=O)CC(C)=O.C(C)(=O)CC(C)=O.C(C)(=O)CC(C)=O.[Al] aluminum tris(acetylacetone)